(S)-1-(1-(6,7-difluoro-1-oxo-1,2-dihydroisoquinolin-4-yl)ethyl)-3-(3,4-difluorophenyl)-1-methylurea FC=1C=C2C(=CNC(C2=CC1F)=O)[C@H](C)N(C(=O)NC1=CC(=C(C=C1)F)F)C